ClC12C(C(C(C(=C1Cl)Cl)(C2(Cl)Cl)Cl)C(=O)O)C(=O)O 1,4,5,6,7,7-Hexachloro-5-norbornene-2,3-dicarboxylic acid